FC1=C(C=C(C=C1)F)[C@@H](C)NC1=NC=2N(C=C1)N=CC2N2N=CC(=C2)C=2C=NC(=CC2)OC (R)-N-(1-(2,5-difluorophenyl)ethyl)-3-(4-(6-methoxypyridin-3-yl)-1H-pyrazol-1-yl)pyrazolo[1,5-a]pyrimidin-5-amine